5-bromo-2,4-difluorophenol BrC=1C(=CC(=C(C1)O)F)F